butyl-4-mesitylbenzothiazol-2-amine C(CCC)C=1C=CC2=C(N=C(S2)N)C1C1=C(C=C(C=C1C)C)C